tert-butyl (3S)-3-[[tert-butyl(dimethyl)silyl]oxymethyl]piperazine-1-carboxylate [Si](C)(C)(C(C)(C)C)OC[C@@H]1CN(CCN1)C(=O)OC(C)(C)C